2-[2-[2-[2-[2-[(4-nitrophenyl) sulfonylamino]ethoxy]ethoxy]ethoxy]ethoxy]ethyl 4-methylbenzenesulfonate CC1=CC=C(C=C1)S(=O)(=O)OCCOCCOCCOCCOCCNS(=O)(=O)C1=CC=C(C=C1)[N+](=O)[O-]